10,11-dihydrodibenzo[b,f]oxepin C1=CC=CC=2OC3=C(CCC21)C=CC=C3